(R)-3-((3-chloro-2-methoxyphenyl)amino)-7-(2-fluoroethyl)-2-(6-methoxy-1,5-naphthyridin-4-yl)-1,5,6,7-tetrahydro-4H-pyrrolo[3,2-c]pyridin-4-one ClC=1C(=C(C=CC1)NC1=C(NC2=C1C(NC[C@H]2CCF)=O)C2=CC=NC1=CC=C(N=C21)OC)OC